C(CC)N(C1CC=2C=CC=C(C2CC1)O)CCC=1SC=CC1 (-)-5,6,7,8-tetrahydro-6-[propyl-[2-(2-thienyl)ethyl]-amino]-1-naphthalenol